N1C(=CC=2C=NC=CC21)CC(C(=O)N)N2C(=NC=C(C2=O)NCC2=CC=C(C=C2)C2=C(C=CC=C2)F)C2=CC=CC=C2 ((1H-pyrrolo[3,2-c]pyridin-2-yl)methyl)-2-(5-(((2'-fluoro-[1,1'-biphenyl]-4-yl)methyl)amino)-6-oxo-2-phenylpyrimidin-1(6H)-yl)acetamide